C(C=C)N1N(C2=NC(=NC=C2C1)NC1=CC(=C(C=C1)OC1CCN(CC1)C)C)C=1SC=C(N1)C(C)(C)C 2-allyl-1-(4-(tert-butyl)thiazol-2-yl)-6-((3-Methyl-4-((1-methylpiperidin-4-yl)oxy)phenyl)amino)-1,2-dihydro-3H-pyrazolo[3,4-d]pyrimidine